5-methoxy-2,2-bis(4-methoxyphenyl)-2,9-dihydrobenzo[f]indeno[2,1-h]chromene COC1=CC=CC=2C1=C1C=CC(OC1=C1C2CC2=CC=CC=C21)(C2=CC=C(C=C2)OC)C2=CC=C(C=C2)OC